3,4,7-trimethylocta-2,6-dienoic acid ethyl ester C(C)OC(C=C(C(CC=C(C)C)C)C)=O